Ethyl (1s,3s)-3-(3-methoxy-3-oxopropyl)-3-nitrocyclobutane-1-carboxylate COC(CCC1(CC(C1)C(=O)OCC)[N+](=O)[O-])=O